O[C@@]1([C@@H]2CN(C[C@@H]2C(CC1)(C1=CC=CC=C1)C1=CC=CC=C1)C([C@@H](C)C1=C(C=CC=C1)OC)=O)C1=C(C=CC=C1)OC (2S)-1-[(3aS,4S,7aS)-4-hydroxy-4-(2-methoxyphenyl)-7,7-diphenyl-1,3,3a,5,6,7a-hexahydroisoindol-2-yl]-2-(2-methoxyphenyl)propan-1-one